N-((3S,4S)-3-((6-(2,6-difluoro-3,5-dimethoxyphenyl)-8-((tetrahydrofuran-3-yl)amino)pyrido[3,4-d]pyrimidin-2-yl)amino)tetrahydro-2H-pyran-4-yl)acrylamide FC1=C(C(=C(C=C1OC)OC)F)C1=CC2=C(N=C(N=C2)N[C@@H]2COCC[C@@H]2NC(C=C)=O)C(=N1)NC1COCC1